C(C)(C)(C)OC(NC1(CN(CCC1)C=1C=NC(=CC1C(=O)C1=CN=C2N1C=CN=C2N)C2=CC(=C(C=C2)OC)F)C(NC)=O)=O tert-butyl-(1-(4-(8-aminoimidazo[1,2-a]pyrazine-3-carbonyl)-6-(3-fluoro-4-methoxyphenyl)pyridin-3-yl)-3-(methylcarbamoyl)piperidin-3-yl)carbamate